2-cyclopentyl-N3-sec-butyl-6-(trifluoromethyl)pyridine-2,3-diamine C1(CCCC1)C1(NC(=CC=C1NC(C)CC)C(F)(F)F)N